C(C)(C)(C)OC(=O)N[C@H](C#N)C[C@@H](C#N)C (2S,4S)-2-(tert-butoxycarbonylamino)-4-methylglutaronitrile